4-(1H-pyrazol-1-yl)biphenyl-carboxamide N1(N=CC=C1)C=1C=C(C(=CC1)C1=CC=CC=C1)C(=O)N